C(C)(C)N1C(=NN=C1)C1=CC=CC(=N1)N1C(N(CC1)C1=CC=C(C=C1)N1CCC(CC1)C1(COC1)NC)=O 1-(6-(4-isopropyl-4H-1,2,4-triazol-3-yl)pyridin-2-yl)-3-(4-(4-(3-(methylamino)oxetan-3-yl)piperidin-1-yl)phenyl)imidazolidin-2-one